CC1=CC(=NN1)NC1=CC(=CC(=N1)C=1C=C(C=CC1)NC(C=C)=O)C(=O)N1CCOCC1 N-(3-(6-((5-methyl-1H-pyrazol-3-yl)amino)-4-(morpholine-4-carbonyl)pyridin-2-yl)phenyl)acrylamide